C1CCC2=C(C=C3CCCC3=C12)NC(=O)NS(=O)(=O)/C=C/[C@]1(N(CCC1)C(=O)OC(C)(C)C)C tert-butyl (S,E)-2-(2-(N-((1,2,3,6,7,8-hexahydro-as-indacen-4-yl)carbamoyl)sulfamoyl)vinyl)-2-methylpyrrolidine-1-carboxylate